ClC1=C(C(=O)NC2CC2)C=C(C=C1)C1=CC2=C(O[C@@H](CN2)[C@@H](C2=CC=CC=C2)NCCC2=CC=C(C=C2)C#N)N=C1 2-chloro-5-((S)-3-((R)-((4-cyanophenethyl)amino)(phenyl)methyl)-2,3-dihydro-1H-pyrido[2,3-b][1,4]oxazin-7-yl)-N-cyclopropylbenzamide